methyl 3-(but-3-en-1-yl)pyrrolidine-3-carboxylate hydrochloride salt Cl.C(CC=C)C1(CNCC1)C(=O)OC